CC1(CCC2(C3CCC4(CCCC4C3CCC2C1)C)C)OC(C(F)(F)F)=O 3,10,13-trimethyl-3-(2,2,2-trifluoroacetoxy)hexadecahydro-1H-cyclopenta[a]phenanthren